3-(((3aR,5s,6aS)-2-(((S)-1,4-dioxan-2-yl)methyl)octahydro-cyclopenta[c]pyrrol-5-yl)amino)-6-(5-fluoro-2-methylphenyl)pyridazine-4-carbonitrile O1[C@H](COCC1)CN1C[C@@H]2[C@H](C1)CC(C2)NC=2N=NC(=CC2C#N)C2=C(C=CC(=C2)F)C